C12C(CC(CC1)C(=O)O)C(=O)OC2=O 1,2,4-cyclohexanetricarboxylic acid 1,2-anhydride